CNC(C1=NC(=C(C=C1)N1CCN(CC1)CC1=NSC(=C1)NC(C(CC)=O)=O)C([2H])([2H])[2H])=O N-methyl-6-(methyl-d3)-5-(4-((5-(2-oxobutanamido)isothiazol-3-yl)methyl)piperazin-1-yl)picolinamide